P(=O)(O)(O)O.C1(=CC=CC2=CC=CC=C12)C(=O)O naphthoic acid phosphate